C(C)C(COCC(CCCC)CC)CCCC.[Ti] titanium 2-ethylhexyloxide